FC1=CC=C(C=N1)C=1C=CC(=C(C1)S(=O)(=O)NC=1C=NC=2CCNC(C2C1)=O)OC 5-(6-Fluoropyridin-3-yl)-2-methoxy-N-(5-oxo-5,6,7,8-tetrahydro-1,6-naphthyridin-3-yl)benzenesulfonamide